BrC=1C=2N(C=CC1)C(=C(N2)C#CCNC2=C(C=C(C(=O)NC)C=C2)OCCOC)CC(F)(F)F 4-({3-[8-bromo-3-(2,2,2-trifluoroethyl)imidazo[1,2-a]pyridin-2-yl]prop-2-yn-1-yl}amino)-3-(2-methoxyethoxy)-N-methylbenzamide